5-chloro-3-((3,5-dimethylphenyl)sulfonyl)-1H-indole-2-carboxamide ClC=1C=C2C(=C(NC2=CC1)C(=O)N)S(=O)(=O)C1=CC(=CC(=C1)C)C